6-nitro-coumarin-3-carboxylic acid ethyl ester C(C)OC(=O)C=1C(OC2=CC=C(C=C2C1)[N+](=O)[O-])=O